(1-(cyanomethyl)cyclopropyl)methanol C(#N)CC1(CC1)CO